4-Aminomethylpiperidine-1-carboxylate NCC1CCN(CC1)C(=O)[O-]